C1(=CC=CC=C1)[C@@H](C/C=C/C(=O)OC(C)(C)C)C#CCCCCCCCCCCCCCCCCCCCCCCCCCCCCCCCCCCCCCCCCCCCCCCCCCCCCCCCCCCCCCCCCCCCCCCCCCCCCCCCCCCCCCCCCCCCCC tert-butyl (R,E)-5-phenylhect-2-en-6-ynoate